C1CC[Al]OC1 ALUMOXANE